2-(1-((3-(2-fluorophenyl)-1-methyl-1H-indazol-7-yl)methyl)piperidin-4-yl)isoindolin-1-one FC1=C(C=CC=C1)C1=NN(C2=C(C=CC=C12)CN1CCC(CC1)N1C(C2=CC=CC=C2C1)=O)C